O[C@H]([C@@H](C)O)C1=CC(=C(C=N1)C1=NC=C2C=C(N=CC2=C1)NC(=O)C1CC1)C N-(7-(6-((1S,2R)-1,2-dihydroxypropyl)-4-methylpyridin-3-yl)-2,6-naphthyridin-3-yl)cyclopropanecarboxamide